FC(C1=C(OC=2C3=C(N=CN2)CN(CC3)C(=O)OC(C)(C)C)C=CC=C1)F tert-butyl 4-[2-(difluoromethyl) phenoxy]-5H,6H,7H,8H-pyrido[3,4-d]pyrimidine-7-carboxylate